(3S,4R)-3-fluoro-4-(prop-2-ynyloxy)piperidine-1-carboxylic acid-2-methylprop-2-yl ester CC(C)(C)OC(=O)N1C[C@@H]([C@@H](CC1)OCC#C)F